2-(3-phenylpropanamido)succinamide C1(=CC=CC=C1)CCC(=O)NC(C(=O)N)CC(=O)N